N1(N=NC=C1)CCC(=O)N1CC(=CCC1)C1=CC(=C2C=C(NC2=C1F)C(N(C)C)=O)C1=C(C=C(C=C1)N1CCN(CC1)C(=O)OC(C)(C)C)OC Tert-butyl 4-(4-(6-(1-(3-(1H-1,2,3-triazol-1-yl)propanoyl)-1,2,5,6-tetrahydropyridin-3-yl)-2-(dimethylcarbamoyl)-7-fluoro-1H-indol-4-yl)-3-methoxyphenyl)piperazine-1-carboxylate